F[B-](F)(F)F.C(#N)C(C(=O)OCC)=NOC(=[N+](C)C)N(C)C (cyano(ethoxycarbonyl)-methyleneamino)-N,N,N',N'-tetramethyluronium tetrafluoroborate